(4S,5R)-3-(4-fluorophenyl)-4,5-dimethyl-5-(trifluoromethyl)-4,5-dihydrofuran-2-carboxylic acid ethyl ester C(C)OC(=O)C=1O[C@]([C@H](C1C1=CC=C(C=C1)F)C)(C(F)(F)F)C